C(#N)C=1C=C(C=CC1)C=1N=C(SC1C1=CC(=NC(=C1)C)C)NC(=O)N1CCC2(CN(C(N2C)=O)C)CC1 N-[4-(3-Cyanophenyl)-5-(2,6-dimethyl-4-pyridyl)thiazol-2-yl]-1,3-dimethyl-2-oxo-1,3,8-triazaspiro[4.5]decan-8-carboxamid